5-[bis-(2-ethylhexyloxy)phosphoryl]pentanoic acid C(C)C(COP(=O)(OCC(CCCC)CC)CCCCC(=O)O)CCCC